ClC=1C=C2C(=NCN3C2=C(C1C1=CC(=C(C=C1)Cl)F)SCC3=O)N3[C@H](CN(CC3)C(C(=C)F)=O)C (S)-9-chloro-10-(4-chloro-3-fluorophenyl)-7-(4-(2-fluoroacryloyl)-2-methylpiperazin-1-yl)-2,3-dihydro-5H-[1,4]thiazino[2,3,4-ij]quinazolin-3-one